(((diisopropylcarbamoyl)oxy)methyl)-2,8-dimethyl-5-(2-(6-methylpyridin-3-yl)ethyl)-2,3,4,5-tetrahydro-1H-pyrido[4,3-b]Indole C(C)(C)N(C(=O)OCC1N(CCC=2N(C=3C=CC(=CC3C21)C)CCC=2C=NC(=CC2)C)C)C(C)C